1,3-dihydroxypropyltrimethylammonium hydroxide [OH-].OC(CCO)[N+](C)(C)C